ClC1=C(C=C(C=C1)NC(=S)OC1=CC=C(C=C1)Cl)B(O)O [2-chloro-5-[(4-chlorophenoxy)carbothioylamino]phenyl]boronic acid